C(C)[C@@H]1N(C[C@H](NC1)CC)C=1N(N=C2C1N(C(C=C2)=O)C)C2OCCCC2 ((2S,5R)-2,5-diethylpiperazin-1-yl)-4-methyl-2-(tetrahydro-2H-pyran-2-yl)-2,4-dihydro-5H-pyrazolo[4,3-b]pyridin-5-one